ClC1=C(C=C(C=C1)C1=CC(=NC=C1)N1C[C@H](CC1)O)CC(C(=O)NC1=CC=C(C=C1)C=1N(C=NC1)C)NC(=O)C=1N(N=CC1)C N-[1-[[2-chloro-5-[2-[(3S)-3-hydroxypyrrolidin-1-yl]-4-pyridyl]phenyl]methyl]-2-[4-(3-methylimidazol-4-yl)anilino]-2-oxo-ethyl]-2-methyl-pyrazole-3-carboxamide